C(CCC)OC(=O)N1CC2(C1)CCC(CC2)=O butyl-7-oxo-2-azaspiro[3.5]nonane-2-carboxylate